BrC1=NC(=CC=C1OC(F)F)SC 2-bromo-3-(difluoromethoxy)-6-(methylsulfanyl)pyridine